OC1(CCN(CC1)C(C[C@@H](C)C1=CC=CC=C1)=O)CN1C=NC(=CC1=O)N1CC2(C1)CCOCC2 (R)-3-((4-hydroxy-1-(3-phenylbutanoyl)piperidin-4-yl)methyl)-6-(7-oxa-2-azaspiro[3.5]nonan-2-yl)pyrimidin-4(3H)-one